FC1=CC(=C(N[C@H]2[C@H](CN(CC2)C(=O)OC(C)(C)C)C)C=C1)C tert-butyl (3S,4R)-4-(4-fluoro-2-methyl-anilino)-3-methyl-piperidine-1-carboxylate